3-fluoro-4-morpholinophenylboronic acid FC=1C=C(C=CC1N1CCOCC1)B(O)O